N-(4-(5-(difluoromethyl)-1,3,4-oxadiazol-2-yl)-2-fluorobenzyl)-N-phenylmorpholine-4-thioamide FC(C1=NN=C(O1)C1=CC(=C(CN(C(=S)N2CCOCC2)C2=CC=CC=C2)C=C1)F)F